(R)-3-chlorophenylethylene oxide ClC=1C=C(C=CC1)[C@@H]1CO1